C(CCCCCCCCCCCCCCCCC)S(=O)(=O)N.C(CCCCCCCCCCCCCCCCC)S(=O)(=O)N.C(CCCCCCCCCCCCCCCCC)S(=O)(=O)N.C(CCCCCCCCCCCCCCCCC)S(=O)(=O)N.[Cu] copper tetra(octadecyl-sulfonamide)